2-Chloro-N-([4-[1-methyl-4-(trifluoromethyl)imidazol-2-yl]phenyl]methyl)-5-nitropyrimidin-4-amine ClC1=NC=C(C(=N1)NCC1=CC=C(C=C1)C=1N(C=C(N1)C(F)(F)F)C)[N+](=O)[O-]